3-(5-amino-1,2,4-thiadiazol-3-yl)azetidine-1-carboxylic acid tert-butyl ester C(C)(C)(C)OC(=O)N1CC(C1)C1=NSC(=N1)N